2-(4-(methylcarbamoyl)phenyl)benzo[d]imidazo[2,1-b]thiazole-7-carboxamide formate C(=O)O.CNC(=O)C1=CC=C(C=C1)C=1N=C2SC3=C(N2C1)C=CC(=C3)C(=O)N